(R)-2-(((1RS,4SR)-3,3-dimethyl-4-(4-(5,6,7,8-tetrahydro-1,8-naphthyridin-2-yl)butoxy)cyclopentyl)(methyl)amino)-2-((R)-4-methylchroman-5-yl)acetic acid CC1(C[C@H](C[C@@H]1OCCCCC1=NC=2NCCCC2C=C1)N([C@@H](C(=O)O)C1=C2[C@@H](CCOC2=CC=C1)C)C)C |&1:3,5|